tert-butyl 6-(4-amino-7-methyl-5-(4-(pyrimidin-2-yloxy)phenyl)-7H-pyrrolo[2,3-d]pyrimidin-6-yl)-2-azaspiro[3.3]heptane-2-carboxylate NC=1C2=C(N=CN1)N(C(=C2C2=CC=C(C=C2)OC2=NC=CC=N2)C2CC1(CN(C1)C(=O)OC(C)(C)C)C2)C